BrC1=C2C(=NN(C2=CC=C1C)C1OCCCC1)Cl 4-bromo-3-chloro-5-methyl-1-(tetrahydro-2H-pyran-2-yl)-1H-indazole